COB(O)C=1C=CC=C2C(=C(N3C(C12)=NC=N3)C(=O)OC)OCC3=CC=CC=C3 methyl-(6-(benzyloxy)-5-(methoxycarbonyl)-[1,2,4]triazolo[5,1-a]isoquinolin-10-yl)boronic acid